4-(1-adamantyl)butyl [(2R,3S,5R)-5-(6-amino-2-fluoro-purin-9-yl)-2-ethynyl-3-hydroxy-tetrahydrofuran-2-yl]methyl carbonate C(OCCCCC12CC3CC(CC(C1)C3)C2)(OC[C@]2(O[C@H](C[C@@H]2O)N2C3=NC(=NC(=C3N=C2)N)F)C#C)=O